C[C@H]1CCC(=NC1)C=1C=CC2=C(N=C(S2)C23CN(CC(C2)C3)C)C1 (S)-5-(5-methyl-3,4,5,6-tetrahydropyridin-2-yl)-2-(3-methyl-3-azabicyclo[3.1.1]heptan-1-yl)benzo[d]thiazole